C1N(CCC2=CC=CC=C12)C[C@H](CN1CCOC2=C(C1=O)C=CC(=C2)CN2[C@H](CCC2)COC)O 4-[(2R)-3-(3,4-dihydro-1H-isoquinolin-2-yl)-2-hydroxy-propyl]-8-[[(2R)-2-(methoxymethyl)pyrrolidin-1-yl]methyl]-2,3-dihydro-1,4-benzoxazepin-5-one